CN(C)CC1=CC(=C(S1)S(=O)(=O)Cl)F 5-((dimethylamino)methyl)-3-fluorothiophene-2-sulfonyl chloride